1-[3,5-diethoxy-4-(2,2,2-trifluoro-1-hydroxyethyl)phenyl]ethan-1-one C(C)OC=1C=C(C=C(C1C(C(F)(F)F)O)OCC)C(C)=O